Cl.ClC=1C=CC(=NC1)CN1C(=NC2=C1C=C(C(=C2)F)F)N2C[C@H]([C@@H](CC2)F)N (3r,4r)-1-(1-((5-chloropyridin-2-yl)methyl)-5,6-difluoro-1H-benzo[d]imidazol-2-yl)-4-fluoropiperidin-3-amine hydrochloride